3-hydroxy-2,2-dimethylbutyric acid OC(C(C(=O)O)(C)C)C